C(#N)[C@H]1N(CCC1)C(CNC(=O)C1=CC=NC2=CC=C(C=C12)OCCCNC(OC(C)(C)C)=O)=O tert-Butyl (S)-(3-((4-((2-(2-cyanopyrrolidin-1-yl)-2-oxoethyl)carbamoyl)quinolin-6-yl)oxy)propyl)carbamate